dinitrosyl-cyclopentanetetramine N(=O)C1(CC(C(C1)(N)N)(N)N)N=O